FC1=C2CN(CC2=CC=C1)C(=O)NC1=CC=C(C=C1)C1CCC(CC1)C(=O)OC(C)(C)C tert-butyl (1r,4r)-4-(4-(4-fluoroisoindoline-2-carboxamido) phenyl)cyclohexane-1-carboxylate